CN1C(CC(CC1(C)C)N)(C)C 1,2,2,6,6-pentamethylpiperidin-4-amine